FC=1C(=NC=C(C1)F)OC1CCC2(C(NC3=CC=C(C=C23)C(=O)NCC)=O)CC1 cis-4-[(3,5-difluoro-2-pyridyl)oxy]-N-ethyl-2'-oxo-spiro[cyclohexane-1,3'-indoline]-5'-carboxamide